5-(1-tert-butoxycarbonyl-1,7-diazaspiro[3.5]nonan-7-yl)-2-methoxy-quinazoline-8-carboxylic acid C(C)(C)(C)OC(=O)N1CCC12CCN(CC2)C2=C1C=NC(=NC1=C(C=C2)C(=O)O)OC